tert-Butyl (7-chloro-3-cyano-4-(3-((3R,4S)-3-(dimethylamino)-4-hydroxypyrrolidin-1-yl)-5-fluoro-7,9-dihydrofuro[3,4-f]quinazolin-6-yl)thieno[3,2-c]pyridin-2-yl)carbamate ClC=1C2=C(C(=NC1)C=1C3=C(C=4C=NC(=NC4C1F)N1C[C@H]([C@H](C1)O)N(C)C)COC3)C(=C(S2)NC(OC(C)(C)C)=O)C#N